N-methyl-3-(3-(4-((pyridin-3-yloxy)methyl)phenoxy)azetidin-1-yl)-2-(1H-pyrrol-1-yl)benzamide CNC(C1=C(C(=CC=C1)N1CC(C1)OC1=CC=C(C=C1)COC=1C=NC=CC1)N1C=CC=C1)=O